(S)-N-(1-(dimethylamino)propan-2-yl)-9-methoxy-5,6-dimethyl-6H-pyrido[4,3-b]carbazole-1-carboxamide CN(C[C@H](C)NC(=O)C1=NC=CC2=C(C=3N(C=4C=CC(=CC4C3C=C21)OC)C)C)C